ClC=1C=CC(=C(C1)[N+]#N)C.C1(=CC=C(C=C1)C(=O)[NH-])C1=CC=CC=C1 (Biphenyl-4-formamide)-5-chloro-2-methylbenzenediazonium salt